[Pd](O)O palladium(2+) dihydroxide